4-Difluoromethyl-1,2,3,6,7,8-hexahydro-2,5-diaza-as-indacene hydrochloride Cl.FC(C1=C2CNCC2=C2CCCC2=N1)F